(Z)-N'-hydroxy-1-methyl-4-(3-(trifluoromethyl)phenoxy)-1H-pyrazole ON1N(C=C(C1)OC1=CC(=CC=C1)C(F)(F)F)C